(E)-N'-(4-chlorobenzylidene)-6-(4-methoxyphenyl)pyrazine-2-carbohydrazide ClC1=CC=C(\C=N\NC(=O)C2=NC(=CN=C2)C2=CC=C(C=C2)OC)C=C1